(2S,4S)-4-Fluoro-1-[2-[4-(1,5-naphthyridin-4-ylamino)-1-piperidyl]acetyl]pyrrolidin-2-carbonitril F[C@H]1C[C@H](N(C1)C(CN1CCC(CC1)NC1=CC=NC2=CC=CN=C12)=O)C#N